CN1N=C(C2=CC(=CC=C12)C1=NC2=C(C=C(C=C2C(N1C)=O)C)C(C)NC1=C(C(=O)O)C=CC=C1)C 2-((1-(2-(1,3-dimethyl-1H-indazol-5-yl)-3,6-dimethyl-4-oxo-3,4-dihydroquinazolin-8-yl)ethyl)amino)benzoic acid